4,5,6,7-tetrachloro-2-hydroxy-isoindoline-1,3-dione ClC1=C2C(N(C(C2=C(C(=C1Cl)Cl)Cl)=O)O)=O